[C@H]12[C@H](C[C@H](CC1)C2)N2C(C(=CC1=C2N=C(N=C1)NC=1C=C2CCN(CC2=CC1)C(=O)OC(C)(C)C)C#N)=O tert-butyl 6-(8-((1S,2S,4R)-bicyclo[2.2.1]heptan-2-yl)-6-cyano-7-oxo-7,8-dihydropyrido[2,3-d]pyrimidin-2-ylamino)-3,4-dihydroisoquinoline-2(1H)-carboxylate